C1C(CCC2CC3CC4=CC=CC=C4C=C3CC12C(=O)[O-])O 12a-octahydrotetracen-2-olate